Cl.ClC=1C=CC(=C(CN2C[C@@H](CCC2)CN)C1)OCC (S)-(1-(5-chloro-2-ethoxybenzyl)piperidin-3-yl)methanamine hydrochloride